N-(3'-((6-((1-acryloylazetidin-3-yl)oxy)-7-methoxyquinazolin-4-yl)amino)-4'-methoxy-[1,1'-biphenyl]-3-yl)cyclopropancarboxamide C(C=C)(=O)N1CC(C1)OC=1C=C2C(=NC=NC2=CC1OC)NC=1C=C(C=CC1OC)C1=CC(=CC=C1)NC(=O)C1CC1